3-glycidyl-5,5-dimethyl-hydantoin ZINC-BARIUM [Ba].[Zn].C(C1CO1)N1C(NC(C1=O)(C)C)=O